C(#N)C1CC(N(CC1)C(=O)OC(C)(C)C)C tertbutyl 4-cyano-2-methylpiperidine-1-carboxylate